C(C1=CC=CC=C1)OC1=NN2C(C=CC=C2)=C1C(=O)NC=1C=C2C=CNC2=CC1 2-(benzyloxy)-N-(1H-indol-5-yl)pyrazolo[1,5-a]Pyridine-3-carboxamide